C1(CC1)OC1=C(C(=NC=C1)OC([2H])([2H])[2H])C1=CNC2=NC(=CC=C21)NC(=O)C2C(C2)CN(C)C N-(3-(4-cyclopropoxy-2-(methoxy-d3)pyridin-3-yl)-1H-pyrrolo[2,3-b]pyridin-6-yl)-2-((dimethylamino)methyl)cyclopropane-1-carboxamide